3-{[1-(hydroxymethyl)cyclopropyl]methoxy}-6-(2-hydroxyprop-2-yl)-2,3-dihydro-1H-isoindol-1-one OCC1(CC1)COC1NC(C2=CC(=CC=C12)C(C)(C)O)=O